1-[3-[[5-(1-benzylpyrazol-4-yl)-7H-pyrrolo[2,3-d]pyrimidin-4-yl]amino]piperidin-1-yl]prop-2-en-1-one C(C1=CC=CC=C1)N1N=CC(=C1)C1=CNC=2N=CN=C(C21)NC2CN(CCC2)C(C=C)=O